1-(5-methoxy-2-(1-methyl-1H-pyrazol-4-yl)-4-nitrophenyl)-4-(pyrrolidin-3-ylmethyl)piperazine COC=1C(=CC(=C(C1)N1CCN(CC1)CC1CNCC1)C=1C=NN(C1)C)[N+](=O)[O-]